C1NCC12CC(C2)NC2=NC=CC(=N2)C2=C(N=C(S2)C(C)(C)C)C=2C(=C(C=CC2)C(CC)S(=O)(=O)N)F (3-(5-(2-((2-azaspiro[3.3]heptan-6-yl)amino)pyrimidin-4-yl)-2-(tert-butyl)thiazol-4-yl)-2-fluorophenyl)propane-1-sulfonamide